3-methyl-2-oxo-4-[4-(piperidin-4-yl)butyl]1,3-Benzodiazole CN1C(NC2=C1C(=CC=C2)CCCCC2CCNCC2)=O